C(C)(C)C1CNC([C@H]2N1CCNC2)=O (9aS)-4-isopropylhexahydro-2H-pyrazino[1,2-a]pyrazin-1(6H)-one